C(C)(=O)ONC(=N)C=1C=C(SC1)CNC(=O)[C@H]1N([C@H]2C[C@]2(C1)C)C(=O)OC(C)(C)C tert-butyl (1S,3S,5S)-3-(((4-(N-acetoxycarbamimidoyl)thiophen-2-yl)methyl)-carbamoyl)-5-methyl-2-azabicyclo[3.1.0]hexane-2-carboxylate